OC1=C(C(=CC(=C1)CCCCCC(=O)O)O)[C@H]1[C@@H](CCC(=C1)C)C(=C)C 6-((1'R,2'R)-2,6-dihydroxy-5'-methyl-2'-(prop-1-en-2-yl)-1',2',3',4'-tetrahydro-[1,1'-biphenyl]-4-yl)hexanoic acid